[2-(4-fluorophenyl)-5-iodo-pyrazol-3-yl]-(5-fluoro-2-pyridyl)methanol FC1=CC=C(C=C1)N1N=C(C=C1C(O)C1=NC=C(C=C1)F)I